1-(4-cyano-2-(2,3,5-trichlorophenyl)oxazol-5-yl)-3-(3-(dimethylamino)propyl)urea hydrochloride Cl.C(#N)C=1N=C(OC1NC(=O)NCCCN(C)C)C1=C(C(=CC(=C1)Cl)Cl)Cl